Cl.N[C@@H](C(=O)NC1=CC=C2C=NN(C2=C1)C=1C=C(C=CC1)C)CCO (R)-2-amino-4-hydroxy-N-(1-(m-tolyl)-1H-indazol-6-yl)butanamide hydrochloride